2-Cyclopentyl-4-(1H-pyrazolo[4,3-b]pyridin-7-yl)benzoate C1(CCCC1)C1=C(C(=O)[O-])C=CC(=C1)C1=C2C(=NC=C1)C=NN2